4-(7-methyl-5H-imidazo[5,1-a]isoindol-5-yl)tetrahydrofuran-3-ol CC=1C=C2C(N3C(C2=CC1)=CN=C3)C3C(COC3)O